(2-fluoroacetyl)-[[(2S)-pyrrolidine-2-carbonyl]amino]acetamide FCC(=O)C(C(=O)N)NC(=O)[C@H]1NCCC1